2,2,5,5-tetramethyl-1,4-dioxa-2,5-disilacyclohexane C[Si]1(OC[Si](OC1)(C)C)C